4-(3-(4-Chlorophenyl)-5-(quinolin-7-yl)-4,5-dihydro-1H-pyrazol-1-yl)-4-oxobutanoic acid ClC1=CC=C(C=C1)C1=NN(C(C1)C1=CC=C2C=CC=NC2=C1)C(CCC(=O)O)=O